(2-hydroxyethyl)dimethyl-(3-sulfopropyl)ammonium OCC[N+](CCCS(=O)(=O)O)(C)C